2-Thioxo-3-(2-((2S,4S)-4-(trifluoromethyl)piperidin-2-yl)benzyl)-1,2,3,7-tetrahydro-6H-purin-6-one S=C1NC(C=2NC=NC2N1CC1=C(C=CC=C1)[C@H]1NCC[C@@H](C1)C(F)(F)F)=O